acridine-9-thione C1=CC=CC=2NC3=CC=CC=C3C(C12)=S